ClC1COC2=C(O1)C=CC=C2N2CCN(CC2)O 2-Chloro-5-(4-hydroxypiperazin-1-yl)-2,3-dihydro-1,4-benzodioxine